(R)-1-(3-(difluoromethoxy)phenyl)-N-(4-hydroxy-2-methylpentan-2-yl)-3,3-dimethyl-2-oxoindoline-5-carboxamide FC(OC=1C=C(C=CC1)N1C(C(C2=CC(=CC=C12)C(=O)NC(C)(C[C@@H](C)O)C)(C)C)=O)F